(5-bromo-7-methyl-1-tosyl-1H-indol-4-yl)methanol BrC=1C(=C2C=CN(C2=C(C1)C)S(=O)(=O)C1=CC=C(C)C=C1)CO